N-(2,4-dichloro-6-(methoxymethyl)benzyl)-5-fluoro-8-hydroxy-5,6,7,8-tetrahydroquinoline-5-carboxamide ClC1=C(CNC(=O)C2(C=3C=CC=NC3C(CC2)O)F)C(=CC(=C1)Cl)COC